BrC=1N=C2N(N1)[C@H](C[C@H]2F)C2=C(C(=CC=C2)F)F (5r,7r)-2-bromo-5-(2,3-difluorophenyl)-7-fluoro-6,7-dihydro-5H-pyrrolo[1,2-b][1,2,4]triazole